FC1=C(C=CC=C1C)B(O)O 2-Fluoro-3-methyl-phenyl-boronic acid